FC1=C(C(=CC(=C1)F)OCCOC)C=1C2=C(C(=NC1C1=NN3C(CN[C@@H](C3)C)=C1)C13CC(C1)(C3)CNC)C=CS2 1-(3-(7-(2,4-difluoro-6-(2-methoxyethoxy)phenyl)-6-((R)-6-methyl-4,5,6,7-tetrahydropyrazolo[1,5-a]pyrazin-2-yl)thieno[3,2-c]pyridin-4-yl)bicyclo[1.1.1]pentan-1-yl)-N,N-dimethylamine